5-(4-Aminophenyl)-N-cyclobutyl-2-[4-(trifluoromethoxy)phenyl]-1,2,4-triazol-3-amine NC1=CC=C(C=C1)C=1N=C(N(N1)C1=CC=C(C=C1)OC(F)(F)F)NC1CCC1